CC1=CC=CC=2N1C=C(N2)C2=CC=C(C=C2)S(=O)(=O)C 5-methyl-2-(4-(methylsulfonyl)phenyl)imidazo[1,2-a]pyridine